2-[2-Chloro-3-(trifluoromethyl)phenyl]-N-{4-[1-(difluoromethyl)-1H-pyrazol-4-yl]-3-sulfamoylphenyl}acetamide ClC1=C(C=CC=C1C(F)(F)F)CC(=O)NC1=CC(=C(C=C1)C=1C=NN(C1)C(F)F)S(N)(=O)=O